4-(2-dimethylaminoethyl)phenol CN(CCC1=CC=C(C=C1)O)C